ClC1=C(C=CC(=C1)OC1=CC=CC=2C=C(OC21)C)C(=O)C2=CNC=1N=CN=C(C12)Cl (2-chloro-4-((2-methylbenzofuran-7-yl)oxy)phenyl)(4-chloro-7H-pyrrolo[2,3-d]pyrimidin-5-yl) ketone